N-isopropyl-4-(2-(2-(trifluoromethyl)phenyl)pyrazolidin-1-yl)pyrido[2,3-d]pyrimidin-2-amine C(C)(C)NC=1N=C(C2=C(N1)N=CC=C2)N2N(CCC2)C2=C(C=CC=C2)C(F)(F)F